OC=1C=C(C=CC1O)C(C(=O)O)=C 3,4-dihydroxy-phenyl-acrylic acid